O=C1NC(CC[C@@H]1N(C=1C=C(C=CC1)C1CCN(CC1)C(=O)OC(C)(C)C)C)=O tert-butyl (S)-4-(3-((2,6-dioxopiperidin-3-yl)(methyl)amino)phenyl)piperidine-1-carboxylate